O(S(=O)(=O)C(F)(F)F)C1=CC=CC2=CC=CC=C12 1-naphthyl triflate